(1S,3R,4S,5R)-3-((5-chloro-4-(4-fluoro-1-(1-(fluoromethyl)cyclopropyl)-2-(2-hydroxypropan-2-yl)-1H-benzo[d]imidazol-6-yl)pyrimidin-2-yl)amino)-6,8-dioxabicyclo[3.2.1]octan-4-ol ClC=1C(=NC(=NC1)N[C@@H]1C[C@H]2CO[C@@H]([C@H]1O)O2)C=2C=C(C1=C(N(C(=N1)C(C)(C)O)C1(CC1)CF)C2)F